(R)-6-((1-acryloylpiperidin-3-yl)amino)-7-fluoro-4-((2-fluoro-4-morpholinophenyl)amino)-1,2-dihydro-3H-pyrrolo[3,4-c]pyridin-3-one C(C=C)(=O)N1C[C@@H](CCC1)NC1=C(C2=C(C(=N1)NC1=C(C=C(C=C1)N1CCOCC1)F)C(NC2)=O)F